NC=1SC(=C(N1)C1=CC(=CC=C1)C#N)C1=CC(=NC(=C1)C)CNC(C)=O N-[[4-[2-amino-4-(3-cyanophenyl)thiazol-5-yl]-6-methyl-2-pyridyl]methyl]acetamide